C(CCCCCCCCCCC)(=O)N1[C@@H](CCC1)C(=O)O N-dodecanoyl-L-proline